5,10,15,20-tetraphenyl-21H,23H-porphine iron (III) chloride [Fe](Cl)(Cl)Cl.C1(=CC=CC=C1)C=1C2=CC=C(N2)C(=C2C=CC(C(=C3C=CC(=C(C=4C=CC1N4)C4=CC=CC=C4)N3)C3=CC=CC=C3)=N2)C2=CC=CC=C2